NC1=C2N=CN(C2=NC(=N1)F)[C@H]1C[C@@H]([C@@](O1)(C#C)CO[P@](=O)(OC1=CC=CC=C1)N[C@@H](CC1=CC=CC=C1)C(=O)OCCCCCCCCCC)O Decyl ((S)-(((2R,3S,5R)-5-(6-amino-2-fluoro-9H-purin-9-yl)-2-ethynyl-3-hydroxytetrahydrofuran-2-yl) methoxy)(phenoxy)phosphoryl)-L-phenylalaninate